1,1'-binaphthalene C1(=CC=CC2=CC=CC=C12)C1=CC=CC2=CC=CC=C12